(S)-2-(4-(((8-chloro-3-cyano-4-(neopentylamino)quinolin-6-yl)amino)(6-fluoropyridin-3-yl)methyl-d)-1H-1,2,3-triazol-1-yl)acetic acid ClC=1C=C(C=C2C(=C(C=NC12)C#N)NCC(C)(C)C)N[C@@](C=1N=NN(C1)CC(=O)O)([2H])C=1C=NC(=CC1)F